O(C1=CC=CC=C1)C1CN(C1)C1=NC=CN=C1 3-PHENOXYAZETIDIN-1-YL-PYRAZINE